N=C1NCCC1CC(=O)O 2-(2-iminopyrrolidin-3-yl)acetic acid